N1C=C(C=2C1=NC=CC2)C2=CC=1N(C=C2)N=CC1C(=O)N1CCNC2(CC2)C1 (5-(1H-Pyrrolo[2,3-b]pyridin-3-yl)pyrazolo[1,5-a]pyridin-3-yl)(4,7-diazaspiro[2.5]octan-7-yl)methanone